ETHYLDECADIENOATE C(C)OC(C=CC=CCCCCC)=O